bromomethane triphenylphosphine salt C1(=CC=CC=C1)P(C1=CC=CC=C1)C1=CC=CC=C1.BrC